(4-dodecylthio-phenyl)-(4-methoxy-phenyl)-methanone C(CCCCCCCCCCC)SC1=CC=C(C=C1)C(=O)C1=CC=C(C=C1)OC